hydroxyacrylate (hydroxybutyl acrylate) OCCCCC(C(=O)O)=C.OC(C(=O)O)=C